CC1=C(C(=CC=C1)C)C1=NC(=NC(=C1)OC[C@@H](CC(C)C)NCC1=NC=CC(=C1)OC)NS(=O)(=O)C=1C=C(C(=O)O)C=CC1 3-[[4-(2,6-dimethylphenyl)-6-[(2R)-2-[(4-methoxy-2-pyridyl)methylamino]-4-methyl-pentoxy]pyrimidin-2-yl]sulfamoyl]benzoic acid